N-(cis-1-acetyl-2-(((4-(cyclopropylmethoxy)cyclohexyl)-oxy)methyl)piperidin-3-yl)methanesulfonamide C(C)(=O)N1[C@H]([C@H](CCC1)NS(=O)(=O)C)COC1CCC(CC1)OCC1CC1